2-[3,5-dichloro-4-[[1-[(3-methoxyphenyl)methyl]-6-oxopyridin-3-yl]oxy]phenyl]-3,5-dioxo-1,2,4-triazine-6-carbonitrile ClC=1C=C(C=C(C1OC1=CN(C(C=C1)=O)CC1=CC(=CC=C1)OC)Cl)N1N=C(C(NC1=O)=O)C#N